C(CC1=CC=CC=C1)C12C=CC(CC1)C2 phenethylbicyclo[2.2.1]hept-2-ene